(2S,4R)-1-((S)-2-amino-3,3-dimethylbutyryl)-4-hydroxy-N-((S)-1-(4-(4-methyl-ylthiazol-5-yl)phenyl)ethyl)pyrrolidine-2-carboxamide N[C@H](C(=O)N1[C@@H](C[C@H](C1)O)C(=O)N[C@@H](C)C1=CC=C(C=C1)C1C(N=CS1)=C)C(C)(C)C